Cl.N[C@H]1CN(C[C@H](C1)C)C1=NC=C(C=2N=CN=CC21)C#N 5-((3R,5S)-3-amino-5-methyl-piperidin-1-yl)-pyrido[4,3-d]pyrimidine-8-carbonitrile hydrochloride